COC=1C=C(CN2CCN(CC2)CC2=CC(=C(OC(C(=O)O)(C)C)C(=C2)C)C)C=CC1C(F)(F)F 2-(4-((4-(3-methoxy-4-(trifluoromethyl)benzyl)piperazin-1-yl)methyl)-2,6-dimethylphenoxy)-2-methylpropanoic acid